(2E,2'E)-N,N'-(Oxybis(ethane-2,1-diyl))bis(3-(2-(2,6-dioxopiperidin-3-yl)-1-oxoisoindolin-4-yl)acrylamide) O(CCNC(\C=C\C1=C2CN(C(C2=CC=C1)=O)C1C(NC(CC1)=O)=O)=O)CCNC(\C=C\C1=C2CN(C(C2=CC=C1)=O)C1C(NC(CC1)=O)=O)=O